bis-(4-amino-3-cyclohexyl)methane NC1C(CCCC1)CC1CCCCC1N